N-(2-((7,8-Dichloro-4-(1H-Imidazol-1-Yl)Quinolin-2-Yl)(Methyl)Amino)Ethyl)-N-(Methylsulfonyl)Glycine ClC1=CC=C2C(=CC(=NC2=C1Cl)N(CCN(CC(=O)O)S(=O)(=O)C)C)N1C=NC=C1